NC=1C2=C(N=CN1)N(C=C2C=2C(=C(C=CC2)NS(=O)(=O)C2=CC(=C(C=C2)OC)C)F)C2CCNCC2 N-[3-(4-amino-7-piperidin-4-yl-7H-pyrrolo[2,3-d]pyrimidin-5-yl)-2-fluoro-phenyl]-4-methoxy-3-methyl-benzenesulfonamide